C(C#CCCC)OC(CCC(=O)O)OCC#CCCC 4,4-bis(hex-2-yn-1-yloxy)butanoic acid